ClC=1C=C2C=C(NC2=CC1OCC=1N=CSC1)CNC(=O)[C@@H]1N(CC1)C (R)-N-((5-chloro-6-(thiazol-4-ylmethoxy)-1H-indol-2-yl)methyl)-1-methylazetidine-2-carboxamide